[Co].C(CCC)N1C=NC=C1 1-butylimidazole cobalt